ClC1=CC2=C(C(=NO2)N2C(N3C(=C2)C([C@@H](C3)NS(=O)(=O)C)(F)F)=O)C(=C1)C1=C(C=C(C=C1F)F)F N-{(6R)-2-[6-chloro-4-(2,4,6-trifluorophenyl)-1,2-benzoxazol-3-yl]-7,7-difluoro-3-oxo-2,5,6,7-tetrahydro-3H-pyrrolo[1,2-c]imidazol-6-yl}methanesulfonamide